Cl.O=C1NC(CCC1NC1=CC(=C(C=C1OC)N1CCC(CC1)(O)CC(=O)O)F)=O 2-[1-[4-[[2,6-dioxo-3-piperidinyl]amino]-2-fluoro-5-methoxy-phenyl]-4-hydroxy-4-piperidinyl]acetic acid hydrochloride